C(C)NC(NC1=CC(=NC=N1)CN1CCN(CC1)C=1C=CC(=NC1C([2H])([2H])[2H])C(=O)NC)=O 5-(4-((6-(3-ethylureido)pyrimidin-4-yl)methyl)piperazin-1-yl)-N-methyl-6-(methyl-d3)picolinamide